9-(4-(dichloro(phenyl)silyl)phenyl)-9H-carbazole Cl[Si](C1=CC=C(C=C1)N1C2=CC=CC=C2C=2C=CC=CC12)(C1=CC=CC=C1)Cl